1,3-bis(2,6-di-isopropylphenyl)imidazol-2-ylidene(1,4-naphthoquinone) palladium [Pd].C(C)(C)C1=C(C(=CC=C1)C(C)C)N1C(N(C=C1)C1=C(C=CC=C1C(C)C)C(C)C)=C1C(C2=CC=CC=C2C(C1)=O)=O